C(C)(C)(C)C(=O)OC=1C=C(C=C(C1OC(=O)C(C)(C)C)OC(=O)C(C)(C)C)C1=NC2=CC(=CC(=C2C(C1OC(=O)C(C)(C)C)=O)OC(=O)C(C)(C)C)OC(=O)C(C)(C)C 2-(3,4,5-tris-(tert-butylcarbonyloxy)-phenyl)-3,5,7-tris-(tert-butylcarbonyloxy)-quinolin-4-one